(2S,4S)-N-((4-(N-acetoxycarbamimidoyl)thiophen-2-yl)methyl)-4-(methoxymethyl)-1-((4-phenoxybenzoyl)glycyl)pyrrolidine-2-carboxamide C(C)(=O)ONC(=N)C=1C=C(SC1)CNC(=O)[C@H]1N(C[C@H](C1)COC)C(CNC(C1=CC=C(C=C1)OC1=CC=CC=C1)=O)=O